methyl (S)-4-(1-(2-hydroxypropyl)piperidin-4-yl)butanoate O[C@H](CN1CCC(CC1)CCCC(=O)OC)C